(3R)-3-ethyl-3-[5-[2-[4-(pentafluoro-lambda6-sulfanyl)anilino]-3-pyridyl]-1,3,4-oxadiazol-2-yl]pyrrolidin-2-one C(C)[C@]1(C(NCC1)=O)C=1OC(=NN1)C=1C(=NC=CC1)NC1=CC=C(C=C1)S(F)(F)(F)(F)F